3-Bromo-5-chloro-4-((6-chloro-5-di(trideuteromethyl)methylpyridazine-3-yl)oxy)aniline BrC=1C=C(N)C=C(C1OC=1N=NC(=C(C1)C(C([2H])([2H])[2H])C([2H])([2H])[2H])Cl)Cl